8-Chloro-N-(4-(trifluoromethoxy)phenyl)quinolin-2-amine ClC=1C=CC=C2C=CC(=NC12)NC1=CC=C(C=C1)OC(F)(F)F